C(C)(C)(C)[C@@H]1CC2=C(C3=CC(C(=CN13)C(=O)OCC)=O)OC1=C2C=CC=C1O ethyl (S)-6-(tert-butyl)-11-hydroxy-2-oxo-6,7-dihydro-2H-benzofuro[2,3-a]quinolizine-3-carboxylate